pentaerythritol (2-mercaptopropionate) SC(C(=O)OCC(CO)(CO)CO)C